(R)-4-(3H-[1,2,3]triazolo[4,5-b]pyridin-3-yl)-N-(8-cyanoisoquinolin-1-yl)-2-fluoro-N-(piperidin-3-yl)benzamide N1=NN(C2=NC=CC=C21)C2=CC(=C(C(=O)N([C@H]1CNCCC1)C1=NC=CC3=CC=CC(=C13)C#N)C=C2)F